CN(CCC)C (R)-3-(dimethylamino)propane